6-(hydroxymethyl)-8-(2-methyl-butyl)-4,7-dioxohexahydro-2H-pyrazino[1,2-a]pyrimidine-1(6H)-carboxylic acid tert-butyl ester C(C)(C)(C)OC(=O)N1C2N(C(CC1)=O)C(C(N(C2)CC(CC)C)=O)CO